6-(4-(trifluoromethyl)phenyl)-2-(vinylsulfonyl)-1,2,3,4-tetrahydroisoquinoline FC(C1=CC=C(C=C1)C=1C=C2CCN(CC2=CC1)S(=O)(=O)C=C)(F)F